C1(CC1)C1=NSC(=N1)C1=NN=C2N1CCN([C@@H]2C)C(=O)C2=C(C=C(C=C2F)F)F (R)-(3-(3-cyclopropyl-1,2,4-thiadiazol-5-yl)-8-methyl-5,6-dihydro-[1,2,4]triazolo[4,3-a]pyrazin-7(8H)-yl)(2,4,6-trifluorophenyl)methanone